NC1=CC(=C(C(=O)NC[C@@H]2N(CCC2)CC)C=C1S(=O)(=O)CC)OC |r| racemic-4-Amino-N-[(1-ethyl-2-pyrrolidinyl)methyl]-5-(ethylsulfonyl)-2-methoxybenzamide